Butyl (2-((5-bromo-3-(ethylsulfonamido)pyridin-2-yl)oxy)ethyl)(isopropyl)carbamate BrC=1C=C(C(=NC1)OCCN(C(OCCCC)=O)C(C)C)NS(=O)(=O)CC